CN(C(=O)CCNC(=O)C1=CC2=C(N(C(=N2)NC=2SC3=C(N2)C=CC(=C3)C(F)(F)F)C)C=C1)C 1-Methyl-2-(6-trifluoromethyl-benzothiazol-2-ylamino)-1H-benzoimidazole-5-carboxylic acid (2-dimethylcarbamoyl-ethyl)-amide